COC=1C=C2C(=CC(=NC2=CC1)NC1=CC(=C(C=C1)F)Cl)C(F)(F)F 6-methoxy-N-(3-chloro-4-fluorophenyl)-4-trifluoromethylquinolin-2-amine